4-([1,1'-biphenyl]-4-yl)-2-(2-chlorophenyl)-6-phenylpyrimidine C1(=CC=C(C=C1)C1=NC(=NC(=C1)C1=CC=CC=C1)C1=C(C=CC=C1)Cl)C1=CC=CC=C1